4-Amino-2-isopentyl-2H-pyrazolo[3,4-c]quinolin-9-ol NC1=NC=2C=CC=C(C2C=2C1=NN(C2)CCC(C)C)O